C1=CC=CC=2C3=CC=CC=C3C(C12)COC(NCCCN(C(CCl)=O)[C@H](C(C)(C)C)C=1N(C=C(C1)C1=C(C=CC(=C1)F)F)CC1=CC=CC=C1)=O 9H-Fluoren-9-ylmethyl-{3-[{(1R)-1-[1-benzyl-4-(2,5-difluorophenyl)-1H-pyrrol-2-yl]-2,2-dimethylpropyl}(chloroacetyl)amino]propyl}carbamate